C1CC(CCC1)C(=CC#N)C1CCCCC1 Di(3-Cyclohexyl)Acrylonitrile